7-(4-{4-[4-({4-[2-(2,6-Dioxopiperidin-3-yl)-1-oxo-2,3-dihydro-1H-isoindol-5-yl]piperazin-1-yl}methyl)piperidin-1-yl]phenyl}piperidin-1-yl)-4-fluoro-1H-indazole-3-carbonitrile O=C1NC(CCC1N1C(C2=CC=C(C=C2C1)N1CCN(CC1)CC1CCN(CC1)C1=CC=C(C=C1)C1CCN(CC1)C=1C=CC(=C2C(=NNC12)C#N)F)=O)=O